4,5-diaminosalicylate NC=1C=C(C(C(=O)[O-])=CC1N)O